ClC1=C(C=CC=C1)C1C(NC2=CC(=CC=3C(NN=C1C32)=O)F)C3CN(CC3)CCOC 12-(2-chlorophenyl)-7-fluoro-11-[1-(2-methoxyethyl)pyrrolidin-3-yl]-2,3,10-triazatricyclo[7.3.1.0^{5,13}]trideca-1,5(13),6,8-tetraen-4-one